(2R)-ethyl 2-(4-hydroxy-3-methylbutanoylamino)-4-phenylbutyrate OCC(CC(=O)N[C@@H](C(=O)OCC)CCC1=CC=CC=C1)C